(E)-4-(2-chloro-6-fluorostyryl)-N-methylaniline ClC1=C(/C=C/C2=CC=C(NC)C=C2)C(=CC=C1)F